ethyl (5-(1-(4-fluorophenyl)-1H-1,2,3-triazol-4-yl)-3-hydroxy-4-methylpicolinoyl)glycinate FC1=CC=C(C=C1)N1N=NC(=C1)C=1C(=C(C(=NC1)C(=O)NCC(=O)OCC)O)C